4-(tert-butyl)pyridine-2-ol C(C)(C)(C)C1=CC(=NC=C1)O